4-(4-methoxycyclohexyl)-2-oxopiperazine COC1CCC(CC1)N1CC(NCC1)=O